trans-4-(4-bromophenyl)-2-(1,3-dithian-2-yl)-3-phenylcyclobut-2-ene-1-carboxylic acid methyl ester COC(=O)[C@@H]1C(=C([C@H]1C1=CC=C(C=C1)Br)C1=CC=CC=C1)C1SCCCS1